C(C)(C)(C)OC(=O)N1CCN(CC1)C1=CC=C(C=C1)C1=C(C=NC(=C1)NCCC)OC1=C(C(=O)O)C(=CC=C1)Cl 2-((4-(4-(4-(tert-butoxycarbonyl)piperazin-1-yl)phenyl)-6-propylaminopyridin-3-yl)oxy)-6-chlorobenzoic acid